2-Boc-8-bromo-1,2,3,4-tetrahydroisoquinoline C(=O)(OC(C)(C)C)N1CC2=C(C=CC=C2CC1)Br